C(C)OC(=O)C=1C=NN(C1C=1C(=NC=C(C1)C1CC1)F)C1CCOCC1 5-(5-cyclopropyl-2-fluoropyridin-3-yl)-1-(Oxacyclohex-4-yl)pyrazole-4-carboxylic acid ethyl ester